C1CC(=O)N(C1=O)OC(=O)CI N-succinimidyl Iodoacetate